fluoro-N-(4-fluoro-5-(1-(5-(piperazin-1-ylmethyl)pyrimidin-2-yl)-1,2,3,6-tetrahydropyridin-4-yl)-2-((3R,5S)-3,4,5-trimethylpiperazin-1-yl)phenyl)-2-(trifluoromethyl)benzamide FC=1C(=C(C(=O)NC2=C(C=C(C(=C2)C=2CCN(CC2)C2=NC=C(C=N2)CN2CCNCC2)F)N2C[C@H](N([C@H](C2)C)C)C)C=CC1)C(F)(F)F